C(C=C)(=O)OCCC[Si](O[Si](C)(C)C)(O[Si](C)(C)C)O[Si](C)(C)C acryloxypropyltris(trimethylsilyloxy)silane